FC(OC1=C(C=C(C=C1)C1=NNC(C=C1)=O)OC)F 3-[4-(difluoromethoxy)-3-methoxyphenyl]-1H-pyridazin-6-one